O-acetylglucosamine sulfate S(=O)(=O)(O)O.C(C)(=O)OC1[C@H](N)[C@@H](O)[C@H](O)[C@H](O1)CO